C(C(C)(C)C)NC=1SC=CN1 N-neopentyl-thiazol-2-amine